glycerol didecanate C(CCCCCCCCC)(=O)OCC(OC(CCCCCCCCC)=O)CO